FC1=CC=C2C(=CC=NC2=C1)C=1C=C(C(=NC1)OC[C@](CC(C)C)(N)C)C (S)-1-((5-(7-fluoroquinolin-4-yl)-3-methylpyridin-2-yl)oxy)-2,4-dimethylpentan-2-amine